C(C=C)(=O)OCCCCCCOC(C=C)=O Hexamethylene diacrylate